C(OCCS)COCCS 2,2'-(ethylenedioxy)diethylmercaptan